2-oxo-6-(4-methylphenyl)-1,2-dihydropyridine-3-carboxylic acid pentafluorophenyl ester FC1=C(C(=C(C(=C1OC(=O)C=1C(NC(=CC1)C1=CC=C(C=C1)C)=O)F)F)F)F